C12CNCC(CC1)N2C=2SC=1CN(CCC1N2)C(=O)C2=CC=C(C=C2)F (2-(3,8-diazabicyclo[3.2.1]octan-8-yl)-6,7-dihydrothiazolo[5,4-c]pyridin-5(4H)-yl)(4-fluorophenyl)methanone